FC(C1=C(C=NN1)C=1C=C2C(=CNC(C2=CC1)=O)CCO)F 6-(5-(Difluoromethyl)-1H-pyrazol-4-yl)-4-(2-hydroxyethyl)-1-oxoisoquinolin